(2-chloro-4-((3-chlorobenzyl)amino)quinazolin-6-yl)-1-methylpyridine ClC1=NC2=CC=C(C=C2C(=N1)NCC1=CC(=CC=C1)Cl)C1N(C=CC=C1)C